1-(4-(4-(4-(3-(2,4-dihydroxy-5-isopropylphenyl)-5-hydroxy-4H-1,2,4-triazol-4-yl)phenyl)piperazin-1-yl)piperidin-1-yl)ethanone OC1=C(C=C(C(=C1)O)C(C)C)C1=NN=C(N1C1=CC=C(C=C1)N1CCN(CC1)C1CCN(CC1)C(C)=O)O